CC1(CC(C1)=O)C 3,3-dimethylcyclobutanone